OC1=CC2=C(C(=C([C@H](CC2)C)C2=CC=CC=C2)C2=CC=C(C=C2)N2CCC(CC2)CN2CCN(CC2)C=2C=C3CN(C(C3=CC2)=O)[C@@H]2C(NC(CC2)=O)=O)C=C1 (S)-3-(5-(4-((1-(4-((S)-3-hydroxy-7-methyl-8-phenyl-6,7-dihydro-5H-benzo[7]annulen-9-yl)phenyl)piperidin-4-yl)methyl)piperazin-1-yl)-1-oxoisoindolin-2-yl)piperidine-2,6-dione